ClC=1C(=NC(=NC1)NC=1C(=CC(=C(C1)NC(C(=C)F)=O)N(C)CCN(C)C)OC)NC=1C=CC=C2CCCN(C12)S(=O)(=O)C N-(5-((5-chloro-4-((1-(methylsulfonyl)-1,2,3,4-tetrahydroquinolin-8-yl)amino)pyrimidin-2-yl)amino)-2-((2-(dimethylamino)ethyl)(methyl)amino)-4-methoxyphenyl)-2-fluoroacrylamide